2-[(methylsulfonylimino)methyl]glutaric acid CS(=O)(=O)N=CC(C(=O)O)CCC(=O)O